C(C)(C)(C)OC(=O)N1CCC(CC1)C1=NOC2=C1C=C(C(=C2)F)C 4-(6-fluoro-5-methyl-1,2-benzisoxazol-3-yl)piperidine-1-carboxylic acid tert-butyl ester